COC([C@@](CS(=O)(=O)C)(C)O)=O.C(C1=C(C(=C(C(=C1[2H])[2H])[2H])[2H])[2H])([2H])([2H])[2H] |r| toluene-d8 racemic-methyl-2-hydroxy-2-methyl-3-(methylsulfonyl)propanoate